7-(8-chloronaphthalen-1-yl)-N-methyl-2-(((S)-1-methylpyrrolidin-2-yl)methoxy)-N-((3S,5S)-5-methylpyrrolidin-3-yl)-5,6,7,8-tetrahydropyrido[3,4-d]pyrimidin-4-amine ClC=1C=CC=C2C=CC=C(C12)N1CC=2N=C(N=C(C2CC1)N([C@@H]1CN[C@H](C1)C)C)OC[C@H]1N(CCC1)C